2-methyl-1,3,5-Cycloheptatriene CC1=CCC=CC=C1